3-acetyl-1-(2-((2-(3-chloro-2-fluorophenylmethylamino)-2-oxoethyl)(isopropyl)-amino)-2-oxoethyl)-1H-indazole-5-carbonyl azide C(C)(=O)C1=NN(C2=CC=C(C=C12)C(=O)N=[N+]=[N-])CC(=O)N(C(C)C)CC(=O)NCC1=C(C(=CC=C1)Cl)F